CC1(C(NC(=O)C1=N)CC2=CC=C(C=C2)O)C The molecule is a member of the class of pyrrolidin-2-ones that is 3-iminopyrrolidin-2-one which is substituted by two methyl groups at position 4 and by a 4-hydroxybenzyl group at position 5. It is a member of phenols and a member of pyrrolidin-2-ones.